O1CCC(=CC1)C=1C2=C(C(=NC1)OC)N=C(S2)NC(=O)N2CC1(CCOC1)CC2 N-[7-(3,6-Dihydro-2H-pyran-4-yl)-4-methoxy-[1,3]thiazolo[4,5-c]pyridin-2-yl]-2-oxa-7-azaspiro[4.4]nonan-7-carboxamid